L-α-aminoadipate N[C@H](C(=O)[O-])CCCC(=O)[O-]